1-(tert-butyl) 3-methyl (2R,3R)-2-methylpyrrolidine-1,3-dicarboxylate C[C@H]1N(CC[C@H]1C(=O)OC)C(=O)OC(C)(C)C